FC1=CC=C(C=C1)N(C(=O)N1CCC(CC1)(C(=O)O)CC(N(C1=CC=CC=C1)C1=CC=CC=C1)=O)C 1-[(4-fluorophenyl)-methyl-carbamoyl]-4-[2-oxo-2-(N-phenylanilino)ethyl]piperidine-4-carboxylic acid